N,N'-bis(3-aminopropyl)diethylenetriamine NCCCNCCN(CCN)CCCN